2-(2'-hydroxy-3'-tertiary butyl-5'-methylphenyl)-5-chlorobenzotriazole OC1=C(C=C(C=C1C(C)(C)C)C)N1N=C2C(=N1)C=CC(=C2)Cl